COC(C(C)(C)N=NC(C(=O)OC)(C)C)=O.C(C1=CC=CC=C1)(=O)OOC(C1=CC=CC=C1)=O dibenzoyl peroxide dimethyl-azodiisobutyrate